6-Chloro-3-(2,4-difluoro-3-(methoxymethoxy)-5-(trifluoromethyl)phenyl)-1-methyl-1H-pyrazolo[3,4-b]pyridine ClC1=CC=C2C(=N1)N(N=C2C2=C(C(=C(C(=C2)C(F)(F)F)F)OCOC)F)C